2-[1,3-Dioxo-5-(1H-[1,2,3]triazol-4-yl)-1,3-dihydroisoindol-2-yl]-4-thiophen-2-yl-benzoic acid O=C1N(C(C2=CC(=CC=C12)C=1N=NNC1)=O)C1=C(C(=O)O)C=CC(=C1)C=1SC=CC1